N-methyl-4-(isobutylimino)-2-penten-2-amine CNC(C)=CC(C)=NCC(C)C